C(C1=CC=CC=C1)N1CC=C(C=C1)C1=CC=C(S1)C=1SC(=CC1)C1=CC=NC=C1 1-benzyl-4-(5'-(pyridin-4-yl)-[2,2'-bithiophene]-5-yl)pyridin